FC1([C@@H](CN(C1)C1COC1)NC1=NN2C(C(=N1)OC)=C(C(=C2)F)C=2C=CC1=C(N(C(=N1)C)CCF)C2)F (R)-N-(4,4-difluoro-1-(oxetan-3-yl)pyrrolidin-3-yl)-6-fluoro-5-(1-(2-fluoroethyl)-2-methyl-1H-benzo[d]imidazol-6-yl)-4-methoxypyrrolo[2,1-f][1,2,4]triazin-2-amine